2-(aminooxy)-1-(4-(5-(trifluoromethyl)pyridin-2-yl)piperazin-1-yl)ethanone Hydrochloride Cl.NOCC(=O)N1CCN(CC1)C1=NC=C(C=C1)C(F)(F)F